CC1N=C(OC1C1=CC=CC=C1)C1=C(C=CC=C1)F 4-methyl-5-phenyl-2-(2-fluorophenyl)oxazoline